ClC=1C=C(C=CC1F)C=1C=CC=NC1OCC 5-(3-Chloro-4-fluorophenyl)-6-ethoxypyridin